CC\1=C(/C/2=C/C3=C(C(=C([N-]3)/C=C\4/C(=C(/C(=C/C5=C(C(=C([N-]5)/C=C1\[N-]2)C=C)C)/[N-]4)C=C)C)C)CCC(=O)O)CCC(=O)O.[Sn+4] Tin Protoporphyrin